C(C1=CC=CC=C1)O\N=C\C1[C@H]2OC3=C([C@@H](N1C(=O)OC(C)(C)C)C2)C=CC=C3 tert-butyl (2S,5S)-3-((E)-((benzyloxy)imino)methyl)-2,3-dihydro-2,5-methanobenzo[f][1,4]oxazepine-4(5H)-carboxylate